N-[5-(1H-benzimidazol-2-yl)-1-[(4-methoxyphenyl)methyl]pyrazol-3-yl]-2-(4-methylpiperazin-1-yl)pyrimidine N1C(=NC2=C1C=CC=C2)C2=CC(=NN2CC2=CC=C(C=C2)OC)N2C(N=CC=C2)N2CCN(CC2)C